FC1=CC2=C(C(=CO2)C=2C=C(OC2)C(CCC(=O)O)=O)C=C1 4-(4-(6-fluorobenzofuran-3-yl)furan-2-yl)-4-oxobutanoic acid